1-(4-(3-bromopropyloxy)phenyl)-3-(3-methoxyphenyl)-2-propen-1-one BrCCCOC1=CC=C(C=C1)C(C=CC1=CC(=CC=C1)OC)=O